C(C)N1C[C@H](CC1)N(C(=O)CC1=C(C=CC(=C1)F)S(=O)(=O)NC1=CC=C2[C@@H]3[C@H](COC2=C1C(=O)O)C3)C |&1:26,27| (1aRS,7bSR)-5-(2-{[N-((S)-1-ethyl-pyrrolidin-3-yl)-N-methylcarbamoyl]methyl}-4-fluoro-benzenesulfonylamino)-1,1a,2,7b-tetrahydrocyclopropa-[c]chromene-4-carboxylic acid